OC=1C=C(C(=O)O)C=C(C1O)[N+](=O)[O-] 3,4-dihydroxyl-5-nitrobenzoic acid